C(C)(C)(C)OC(N[C@H]1CN(CCC1)C(=O)C=1C=C(C2=C(SC(=C2CCN)C=2N(C3=CC=CC=C3C2)CC2CC2)C1)OC)=O (R)-(1-(3-(2-aminoethyl)-2-(1-(cyclopropylmethyl)-1H-indol-2-yl)-4-methoxybenzo[b]thiophen-6-carbonyl)piperidin-3-yl)carbamic acid tert-butyl ester